Cl.C(C)N[C@H](CNC1=NC=C(N=C1)C(F)(F)F)C N-[(2S)-2-(ethylamino)propyl]-5-(trifluoromethyl)pyrazin-2-amine hydrochloride